3,4-dimethylbutyric acid CC(CC(=O)O)CC